NC1(CC1)CNC1=NC(=C2C(=N1)N(N=C2)C)NC2=C(C=C(C=C2)Cl)F 6-N-[(1-aminocyclopropyl)methyl]-4-N-(4-chloro-2-fluorophenyl)-1-methylpyrazolo[3,4-d]pyrimidine-4,6-diamine